IC[C@]12CC[C@@H](CC1=CC[C@H]1[C@@H]3CC[C@H]([C@@H](CCCC(C)C)C)[C@]3(CC[C@H]21)C)O 19-iodocholesterol